racemic-N-(3-((1-acetyl-2,2-dimethylazetidin-3-yl)oxy)-1-methyl-1H-pyrazol-4-yl)formamide C(C)(=O)N1C([C@@H](C1)OC1=NN(C=C1NC=O)C)(C)C |r|